COC(=O)C1=C(SC2=C1C=CC(=C2)O)N(CC2=CC1=CC=CC=C1C=C2)C(C)=O 2-[acetyl-(2-naphthylmethyl)amino]-6-hydroxy-1-benzothiophene-3-carboxylic acid methyl ester